ClC1=CC=C2C(=NC=3N(C2=C1)C=NN3)N(C)C=3C=C(C=C(C3)F)C3=CC=C(C=C3)S(=O)(=O)C 8-chloro-N-(5-fluoro-4'-(methylsulfonyl)-[1,1'-biphenyl]-3-yl)-N-methyl-[1,2,4]triazolo[4,3-a]quinazolin-5-amine